NC=1N=CC(=NC1C1CN(C1)S(=O)(=O)C1=NN(C=C1)C)C=1C=C(C=CC1C)C(CO)(C(F)(F)F)O 2-(3-(5-amino-6-(1-((1-methyl-1H-pyrazol-3-yl)sulfonyl)azetidin-3-yl)pyrazin-2-yl)-4-methylphenyl)-3,3,3-trifluoropropane-1,2-diol